C1(=CC=CC=C1)S(=O)(=O)OC\C=C(/C)\CCC[C@H](C)CCC[C@H](C)CCCC(C)C phytyl benzenesulfonate